8-fluoro-2-(methylsulfonyl)benzo[d][1,2,3]diazaborinine-1,7(2H)-diol FC1=C(C=CC2=C1B(N(N=C2)S(=O)(=O)C)O)O